7-(6-(3-(dimethylamino)propoxy)pyridin-3-yl)-N-methylquinoxalin-2-amine CN(CCCOC1=CC=C(C=N1)C1=CC=C2N=CC(=NC2=C1)NC)C